N[C@H](C(=O)OC(C)(C)C)CN(CC1=CC=CC=C1)CC1=CC=CC=C1 tert-butyl (S)-2-amino-3-(dibenzylamino)propanoate